C(C1=CC=CC=C1)N(CC(=O)O)C(=O)OCC1C2=CC=CC=C2C=2C=CC=CC12 2-[benzyl(9H-fluoren-9-yl-methoxycarbonyl)amino]acetic acid